butyl 3-(3-isopropyl-4-oxo-7-(1-(tetrahydro-2H-pyran-2-yl)-1H-pyrazol-4-yl)-3,4-dihydroimidazo[2,1-f][1,2,4]triazin-2-yl)-1H-indole-1-carboxylate C(C)(C)N1C(=NN2C(C1=O)=NC=C2C=2C=NN(C2)C2OCCCC2)C2=CN(C1=CC=CC=C21)C(=O)OCCCC